CC1(C\C(\CCC1)=C\CO)C (E)-2-(3,3-Dimethylcyclohexylidene)-ethanol